CS(=O)(=O)C1=C(C=CC2=C1N=CS2)NS(=O)(=O)C N-(4-(methylsulfonyl)benzo[d]thiazol-5-yl)methanesulfonamide